COC=1C=C2C(CCNC2=CC1)=O 6-methoxy-2,3-dihydro-4(1H)quinolinone